C(C)S(=O)(=O)N1CC(C1)(N1N=CC(=C1)C1=NC(=NC=C1C)NC=1C=NN(C1)C(C)C)CC#N 2-(1-(ethylsulfonyl)-3-(4-(2-((1-isopropyl-1H-pyrazol-4-yl)amino)-5-methylpyrimidin-4-yl)-1H-pyrazol-1-yl)azetidin-3-yl)acetonitrile